2-oxo-2,3-dihydro-1H-benzo[d]imidazole-5-carboxamide O=C1NC2=C(N1)C=CC(=C2)C(=O)N